ClC=1C(=NC=CC1C1=NC(=C(C=C1)CNCC1CCC(N1)=O)OC)C1=C(C(=CC=C1)NC1=NC=CC(=C1F)CNC1CCN(CC1)C(C(C)C)=O)Cl 5-((((3'-chloro-2'-(2-chloro-3-((3-fluoro-4-(((1-isobutyrylpiperidin-4-yl)amino)methyl)pyridin-2-yl)amino)phenyl)-6-methoxy-[2,4'-bipyridin]-5-yl)methyl)amino)methyl)pyrrolidin-2-one